O=S1(CCC(CC1)CN1CC(CC1)CNC(=O)N1CCN(CC1)C1=NC(=NO1)C1=CC=C(C=C1)OC)=O N-((1-((1,1-dioxidotetrahydro-2H-thiopyran-4-yl)methyl)pyrrolidin-3-yl)methyl)-4-(3-(4-methoxyphenyl)-1,2,4-oxadiazol-5-yl)piperazine-1-carboxamide